COCCOCCOCCOC1=NC=C(C(=C1C#N)C1=CC2=CC=C(C=C2C=C1)N1CCCCC1)C#N 2-(2-(2-(2-methoxyethoxy)ethoxy)ethoxy)-4-(6-(piperidin-1-yl)naphthalen-2-yl)pyridine-3,5-dicarbonitrile